butyneol C(#CCC)O